5-fluoro-2,4-dichloropyrimidine FC=1C(=NC(=NC1)Cl)Cl